C1CCC2CC3C=CC=C3C=C12 hexahydro-s-indacen